2-bromovinyldeoxyuridine BrC=C[C@@]1(C[C@H](O)[C@@H](CO)O1)N1C(=O)NC(=O)C=C1